1-chloro-3-(methylthio)-4H,5H,6H-cyclopenta[c]thiophen-4-one ClC=1SC(=C2C1CCC2=O)SC